ClC=1C(=C(C=CC1)NC1=C(C(=O)NC2=C(C=C(C(=C2)Cl)N2CC(NCC2)(C)C)C)C=CC=C1)C 2-((3-chloro-2-methylphenyl)amino)-N-(5-chloro-4-(3,3-dimethylpiperazin-1-yl)-2-methylphenyl)benzamide